5-[6-Fluoro-8-(methylamino)-4-[trans-2-amino-5-azaspiro[2.4]heptan-5-yl]-9H-pyrido[2,3-b]indol-3-yl]pyridin-3-carbonitril FC=1C=C2C3=C(NC2=C(C1)NC)N=CC(=C3N3CC1(C(C1)N)CC3)C=3C=C(C=NC3)C#N